C(C)(C)N(C(=O)C1=C(C=CC(=C1)F)N1C(=C(C=2C1=CN=CC2)C(=O)C2CCN(CC2)C(=O)[C@H]2N([C@H](CC2)C)C(=O)OC(C)(C)C)C)C(C)C tert-butyl (2S,5S)-2-(4-(1-(2-(diisopropyl-carbamoyl)-4-fluorophenyl)-2-methyl-1H-pyrrolo[2,3-c]pyridine-3-carbonyl)piperidine-1-carbonyl)-5-methylpyrrolidine-1-carboxylate